7,7-dimethyloctanoic acid CC(CCCCCC(=O)O)(C)C